C1(CCCCC1)CN1N=C(N=N1)C1=CC=C(C=C1)S(=O)(=O)NCCO 4-(2-(cyclohexylmethyl)-2H-tetrazol-5-yl)-N-(2-hydroxyethyl)benzenesulfonamide